2-propoxy-4-ethylidenecyclohexan-1-ol C(CC)OC1C(CCC(C1)=CC)O